C1(CC1)C1=NN(C(N1C)=O)C1=CC(=C(C(=O)O)C=C1F)O[C@H](C(F)(F)F)C 4-(3-cyclopropyl-4-methyl-5-oxo-4,5-dihydro-1H-1,2,4-triazol-1-yl)-5-fluoro-2-{[(2S)-1,1,1-trifluoropropan-2-yl]oxy}benzoic acid